BrC=1C=CC(=NC1)C(CC[C@H]1CC(N(C1)C(=O)OC(C)(C)C)(C)C)NC1=NC(=CC=C1)S(N)(=O)=O tert-butyl (4S)-4-[3-(5-bromo-2-pyridyl)-3-[(6-sulfamoyl-2-pyridyl)amino]propyl]-2,2-dimethyl-pyrrolidine-1-carboxylate